OC1=CC=C(CCC2=NOC(O2)=O)C=C1 3-(4-Hydroxyphenethyl)-1,4,2-dioxazol-5-one